2-(5-aminopyridin-2-yl)-5-(5-methyl-1,2,4-oxadiazol-3-yl)benzonitrile NC=1C=CC(=NC1)C1=C(C#N)C=C(C=C1)C1=NOC(=N1)C